C1CC12CCN(CC2)C=2C=C(C=CC2N2N=NC(=C2)C2=C(C(=NC(=C2)C)N2CCC(CC2)(F)F)F)C(CO)S(=O)(=O)N (3-{6-azaspiro[2.5]oct-6-yl}-4-{4-[2-(4,4-difluoropiperidin-1-yl)-3-fluoro-6-methylpyridin-4-yl]-1H-1,2,3-triazol-1-yl}phenyl)-2-hydroxyeth-ane-1-sulfonamide